3-cyclopropyl-6-(hydroxymethyl)-2-iminooctanoic acid C1(CC1)C(C(C(=O)O)=N)CCC(CC)CO